OC1C[C@H]2CC[C@@H](C1)N2C(=O)OC(C)(C)C tert-butyl (1R,5S)-3-hydroxy-8-azabicyclo[3.2.1]octane-8-carboxylate